BrC1=CC(=C(C=C1F)NS(=O)(=O)C=1C=NN2C1C=CC(=C2)N(C(C)=O)C)F N-(3-(N-(4-bromo-2,5-difluorophenyl)aminosulfonyl)pyrazolo[1,5-a]pyridin-6-yl)-N-methylacetamide